(1E)-2,6-dichloro-N-(p-tolyl-sulfonyl)benzohydrazonoyl chloride ClC1=C(C(=NNS(=O)(=O)C2=CC=C(C=C2)C)Cl)C(=CC=C1)Cl